NCC(CN1N=NN(C1=O)C=1C=NC=C(C1)C1=CC2=C(OCO2)C=C1)=C(F)F 1-[2-(aminomethyl)-3,3-difluoro-allyl]-4-[5-(1,3-benzodioxol-5-yl)-3-pyridyl]tetrazol-5-one